CCC(CC(CC)=O)=O Methyl-2,4-hexanedione